C(C1=CC=CC=C1)OC1CCC2(CC1)OC=1C=C(C=CC1C=1N=C(SC12)NC(=O)C=1C(=NC=NC1OC)OC)C(F)(F)F N-(4'-(benzyloxy)-7-(trifluoromethyl)spiro[chromeno[4,3-d]thiazole-4,1'-cyclohexan]-2-yl)-4,6-dimethoxypyrimidine-5-carboxamide